CC(CNCC1=NC=CC=C1)CC 2-methyl-N-(pyridin-2-ylmethyl)butan-1-amine